FC(CC(CO)(C)C)(F)F 3-trifluoromethyl-2,2-dimethyl-propanol